(4-amino-5-(7-methoxy-5-methylbenzothien-2-yl)-8,9-dihydropyrazino[1',2':1,5]pyrrolo[2,3-d]pyrimidin-7(6H)-yl)prop-2-en-1-one NC=1C2=C(N=CN1)N1C(=C2C=2SC3=C(C2)C=C(C=C3OC)C)CN(CC1)C(C=C)=O